C(C)(=O)NCCN(CC[C@@H](C(=O)O)NC1=NC(=NC(=C1)C)C1=CC=NC=C1)CCCCC1=NC=2NCCCC2C=C1 (S)-4-((2-acetamidoethyl)(4-(5,6,7,8-tetrahydro-1,8-naphthyridin-2-yl)butyl)amino)-2-((6-methyl-2-(pyridin-4-yl)pyrimidin-4-yl)amino)butanoic acid